C(C)C=1C=CC(=NC1)CCOC1=CC=C(C[C@@H]2C(NC(S2)=O)=O)C=C1 |r| (RS)-5-(4-[2-(5-ethylpyridin-2-yl)ethoxy]benzyl)thiazolidine-2,4-dione